FC=1C=CC(=C(C(=O)NCC2=CC=C(C=C2)C2=CC(=C3C=NNC3=C2C(=O)N)C2CC(CC2)O)C1)OC 6-(4-((5-Fluoro-2-methoxybenzamido)methyl)phenyl)-4-(3-hydroxycyclopentyl)-1H-indazole-7-carboxamide